C1=C2NC=3C(=C4C(=C5NC=6C=CC=CC6C35)C3=CC=CC=C3N4)C2=CC=C1 10,15-dihydro-5H-5,10,15-triaza-diindeno[1,2-a:1',2'-c]fluorene